3-(4-hydroxy-3,5-dimethoxyphenyl)prop-2-enal OC1=C(C=C(C=C1OC)C=CC=O)OC